ClC1=CC=C(C=C1)C(=NNC([C@H](C)NC(C1=NC=CC(=C1O)OC)=O)=O)C1=CC=C(C=C1)Cl (S)-N-(1-(2-(bis(4-chlorophenyl)methylene)hydrazineyl)-1-oxopropan-2-yl)-3-hydroxy-4-methoxypicolinamide